C1(CC1)C1=NC=NC(=C1C1=NC=C(C(=C1)C(=O)C1=CC=C(C=C1)C=1N(C=C(N1)C(F)(F)F)C)OC)OC([2H])([2H])[2H] (2-(4-cyclopropyl-6-(methoxy-d3)pyrimidin-5-yl)-5-methoxypyridin-4-yl)(4-(1-methyl-4-(trifluoromethyl)-1H-imidazol-2-yl)phenyl)methanone